(S)-N-(chroman-4-yl)-2-(1-ethyl-piperidin-4-yl)-4-methylbenzo[d]-thiazole-6-carboxamide O1CC[C@@H](C2=CC=CC=C12)NC(=O)C1=CC2=C(N=C(S2)C2CCN(CC2)CC)C(=C1)C